4,4-dimethyl-decane CC(CCC)(CCCCCC)C